C(=O)OC(NCCCCN)C(C)(C)C 2-Methylpropan-2-yl[(4-aminobutyl)amino]methyl formate